4-(5-(isothiazol-5-yl)benzo[d]oxazol-2-yl)pyridine S1N=CC=C1C=1C=CC2=C(N=C(O2)C2=CC=NC=C2)C1